4-chloro-1-[6-(1,4-dioxane-2-carbonyl)-6-azaspiro[3.4]octan-2-yl]-N-{5-[(4-fluorophenyl)ethynyl]-3-methylpyridin-2-yl}-1H-pyrazole-5-carboxamide ClC=1C=NN(C1C(=O)NC1=NC=C(C=C1C)C#CC1=CC=C(C=C1)F)C1CC2(C1)CN(CC2)C(=O)C2OCCOC2